ClC=1C(=NC(=NC1)N[C@H]1[C@@H]([C@@H]2CO[C@H](C1)O2)O)C=2C=C(C1=C(N(C(=N1)C13CC(C1)(C3)C)C(C)C)C2)F (1S,2S,3R,5S)-3-((5-chloro-4-(4-fluoro-1-isopropyl-2-(3-methylbicyclo[1.1.1]pentan-1-yl)-1H-benzo[d]imidazol-6-yl)pyrimidin-2-yl)amino)-6,8-dioxabicyclo[3.2.1]octan-2-ol